tert-Butyl (1S,4S)-5-[4-(2,3-difluoro-4-hydroxy-anilino)pyrido[3,2-d]pyrimidin-6-yl]-2,5-diazabicyclo[2.2.1]heptane-2-carboxylate FC1=C(NC=2C3=C(N=CN2)C=CC(=N3)N3[C@@H]2CN([C@H](C3)C2)C(=O)OC(C)(C)C)C=CC(=C1F)O